N[C@]1(CN(CC1)C1=C(C2=C(C=CO2)C=C1)CN1C2=NC=NC(=C2N=C1)N)C(=O)NC1CC1 (R)-3-amino-1-(7-((6-amino-9H-purin-9-yl)methyl)benzofuran-6-yl)-N-cyclopropylpyrrolidine-3-carboxamide